2-(3-fluoro-4-(4,4,5,5-tetramethyl-1,3,2-dioxaborolan-2-yl)phenyl)-5-methyl-1,3,4-oxadiazole FC=1C=C(C=CC1B1OC(C(O1)(C)C)(C)C)C=1OC(=NN1)C